C(C)C=1C=C(C=CC1)S(=O)(=O)NC1=CC=C(C=C1)NCC1=CC=C(C=C1)OC 3-ethyl-N-(4-((4-methoxybenzyl)amino)phenyl)benzenesulfonamide